[Si](C)(C)(C(C)(C)C)OC1CC(N(CC1)C(=O)OC(C)(C)C)CO tert-butyl 4-((tert-butyldimethylsilyl)oxy)-2-(hydroxymethyl)piperidine-1-carboxylate